4-bromo-1-((methylsulfonyl)methyl)-1H-pyrazole BrC=1C=NN(C1)CS(=O)(=O)C